FC(C1=NN(C=C1NC(=O)C=1C=NN2C1N=C(C=C2)N2CCOCC2)C2CCN(CC2)CC2=CC=C(C=C2)N2C(NC(CC2)=O)=O)F N-(3-(difluoromethyl)-1-(1-(4-(2,4-dioxotetrahydropyrimidin-1(2H)-yl)benzyl)piperidin-4-yl)-1H-pyrazol-4-yl)-5-morpholinopyrazolo[1,5-a]pyrimidine-3-carboxamide